[C@H]12[C@H](C[C@H](CC1)O2)C=2C(=C(C(=O)NC(C)C)C=C(C2)F)OC=2C(=NC=NC2)Cl ((1R,2R,4S)-7-oxabicyclo[2.2.1]hept-2-yl)-2-((4-chloropyrimidin-5-yl)oxy)-5-fluoro-N-isopropylbenzamide